FC1=CC(=C(C=C1)C=1C2=C(C(=NC1C1=NN3C(CN(CC3)C(=O)OC(C)(C)C)=C1)C=1C=C3CCNC(C3=CC1)=O)C=CS2)OC(C)C tert-butyl 2-[7-(4-fluoro-2-isopropoxy-phenyl)-4-(1-oxo-3,4-dihydro-2H-isoquinolin-6-yl)thieno[3,2-c]pyridin-6-yl]-6,7-dihydro-4H-pyrazolo[1,5-a]pyrazine-5-carboxylate